2-amino-6-boryl-2-(2-(piperidin-1-yl)ethyl)hexanoic acid NC(C(=O)O)(CCCCB)CCN1CCCCC1